N[C@@H](CCCNC(N)=N)C(=O)O exo-arginine